Ethylenediamine gold [Au].C(CN)N